1-acetyl-N-(4-fluoro-3-(trifluoromethyl)benzyl)-1H-indole-3-carboxamide C(C)(=O)N1C=C(C2=CC=CC=C12)C(=O)NCC1=CC(=C(C=C1)F)C(F)(F)F